NC1=CC(=C(C(=O)OC)C=C1Br)F methyl 4-amino-5-bromo-2-fluorobenzoate